2-(4-fluoro-2-methylphenoxy)-N-(3-(N-hydroxycarbamoylamino)phenyl)-4-(trifluoromethyl)benzamide FC1=CC(=C(OC2=C(C(=O)NC3=CC(=CC=C3)NC(NO)=O)C=CC(=C2)C(F)(F)F)C=C1)C